(4-(methylthio)phenyl)-5-(2-nitrophenyl)Azole-4-carboxylic acid ethyl ester C(C)OC(=O)C=1C=C(NC1C1=C(C=CC=C1)[N+](=O)[O-])C1=CC=C(C=C1)SC